C(C)(=O)NC=1C=NC=CC1C(=O)N1CCC2(C(C2)CNC(=O)C2=CC=3C(=CN=CC3)O2)CC1 N-[[6-(3-acetamidopyridine-4-carbonyl)-6-azaspiro[2.5]octan-2-yl]methyl]furo[2,3-c]pyridine-2-carboxamide